C(C)(C)(C)OC(=O)NCCC[C@@H](C(=O)OC)NC(=O)C=1SC(=CC1)[N+](=O)[O-] Methyl (S)-5-((tert-butoxycarbonyl)amino)-2-(5-nitrothiophene-2-carboxamido)pentanoate